Copper-disodium salt [Na].[Na].[Cu]